CC1=CC=C2C(=N1)N=CO2 5-methyl-oxazolo[4,5-b]pyridine